(2R)-benzyl 2-(((2S,5R)-2-carbamoyl-3-methyl-7-oxo-1,6-diazabicyclo[3.2.1]oct-3-en-6-yl)oxy)-2-fluoroacetate C(N)(=O)[C@H]1N2C(N([C@H](C=C1C)C2)O[C@@H](C(=O)OCC2=CC=CC=C2)F)=O